4-allyl-2,6-dimethyl-phenol C(C=C)C1=CC(=C(C(=C1)C)O)C